N1=C(C=CC=C1)N1C=NC2=C(C1=O)C=NN2 5-(pyridin-2-yl)-1H-pyrazolo[3,4-d]pyrimidin-4(5H)-one